ClC1=NC(=NC(=N1)C1=CC=CC=2C=CC=3OC4=C(C3C12)C=CC=C4)C4=CC=CC=C4 2-chloro-4-(naphtho[2,1-b]benzofuran-1-yl)-6-phenyl-1,3,5-triazine